4-oxo-2-(4-phenoxyphenyl)-4H-chromene-6-carboxylic acid O=C1C=C(OC2=CC=C(C=C12)C(=O)O)C1=CC=C(C=C1)OC1=CC=CC=C1